N-[(2Z)-3-(4-chlorobenzenesulfonyl)but-2-en-1-yl]-2-oxo-1,2,5,6,7,8-hexahydroquinoline-3-carboxamide ClC1=CC=C(C=C1)S(=O)(=O)\C(=C/CNC(=O)C=1C(NC=2CCCCC2C1)=O)\C